FC(C1=NC(=NO1)C=1C=C2CCC(C2=CC1)NC(C1=NC=CC(=C1)C)=O)F N-(5-(5-(difluoromethyl)-1,2,4-oxadiazol-3-yl)-2,3-dihydro-1H-inden-1-yl)-4-methylpicolinamide